(S)-4-(5-(5-fluoro-2-methoxypyridin-4-yl)-1H-pyrazole-3-carbonyl)-N-((3-(trifluoromethyl)pyrazin-2-yl)methyl)-4-azaspiro[2.5]octane-7-carboxamide FC=1C(=CC(=NC1)OC)C1=CC(=NN1)C(=O)N1C2(CC2)C[C@H](CC1)C(=O)NCC1=NC=CN=C1C(F)(F)F